(R)-3-fluoro-5-(((1-(trityloxy)icosan-2-yl)oxy)methyl)benzonitrile FC=1C=C(C#N)C=C(C1)CO[C@@H](COC(C1=CC=CC=C1)(C1=CC=CC=C1)C1=CC=CC=C1)CCCCCCCCCCCCCCCCCC